FC(C1=CC(=NN1)C=1C=NC=CC1)F 3-(5-(difluoromethyl)-1H-pyrazol-3-yl)pyridine